2',4',5',7'-tetrabromo-4,5,6,7-tetrachloro-3',6'-dihydroxyspiro[isobenzofuran-1(3H),9'-[9H]xanthene]-3-one BrC1=CC=2C3(C4=CC(=C(C(=C4OC2C(=C1O)Br)Br)O)Br)OC(C1=C(C(=C(C(=C13)Cl)Cl)Cl)Cl)=O